C(CCC)[Sn](CCCC)(CCCC)CCCC di-n-butylbutylbutyltin